FC1=CC=C(C=C1)C1=NC=2N(C(=C1)C)N(CC2C(=O)O)[C@@H](C(F)(F)F)C (R)-5-(4-fluorophenyl)-7-methyl-N-(1,1,1-trifluoropropan-2-yl)pyrazolo[1,5-a]Pyrimidine-3-carboxylic acid